CN(CC(=O)N1CC(OCC1)C=1C=C2C(=C(NC2=CC1)C=1C=C(C=2N(C1)N=CN2)C)C(C)C)C 2-(Dimethylamino)-1-(2-(3-isopropyl-2-(8-methyl-[1,2,4]triazolo[1,5-a]pyridin-6-yl)-1H-indol-5-yl)morpholino)ethanon